tert-butyl 2-phenyl-6,7,8,9-tetrahydro-5H-5,8-epiminocyclohepta[d]pyrimidine-10-carboxylate C1(=CC=CC=C1)C=1N=CC2=C(N1)CC1CCC2N1C(=O)OC(C)(C)C